2-(3-t-butyl-5-methyl-2-hydroxyphenyl)-5-chlorophenylazide C(C)(C)(C)C=1C(=C(C=C(C1)C)C1=C(C=C(C=C1)Cl)N=[N+]=[N-])O